(9H-fluoren-9-yl)methyl (S)-2-((4-(((tert-butyldimethylsilyl)oxy)methyl)phenyl)carbamoyl)pyrrolidine-1-carboxylate [Si](C)(C)(C(C)(C)C)OCC1=CC=C(C=C1)NC(=O)[C@H]1N(CCC1)C(=O)OCC1C2=CC=CC=C2C=2C=CC=CC12